2-(4-chlorophenyl)-4-(ethoxycarbonyl)pentanedioic acid ClC1=CC=C(C=C1)C(C(=O)O)CC(C(=O)O)C(=O)OCC